(E)-1-Chloro-3-methyl-3-dodecene ClCC\C(=C\CCCCCCCC)\C